methyl (S)-2-((R)-N-benzyl-2-((tert-butoxycarbonyl)amino) propanamido)butanoate C(C1=CC=CC=C1)N(C([C@@H](C)NC(=O)OC(C)(C)C)=O)[C@H](C(=O)OC)CC